NC1=NC(=C2N=CNC2=N1)OCC1=CC=C(CNC(C(C)NC(CCC=C2C3=C([Si](C4=C2C=CC(=C4)N(C)C)(C(C)C)C(C)C)C=C(C=C3)N(C)C)=O)=O)C=C1 3-((4-(((2-Amino-9H-purin-6-yl)oxy)methyl)benzyl)amino)-2-(4-(3,7-bis(dimethylamino)-5,5-diisopropyldibenzo[b,e]silin-10(5H)-yliden)butanamido)-3-oxopropan